C(C1=CC=CC=C1)OC(=O)[C@H]1N(C[C@@H](C1)C(F)F)C(CNC(CCCOC1=CC=CC=C1)=O)=O (2S,4R)-4-(difluoromethyl)-1-((4-phenoxybutyryl)glycyl)pyrrolidine-2-carboxylic acid benzyl ester